NC1=CC=2N(C(=N1)SCC#N)N=CN2 2-((7-amino-[1,2,4]triazolo[1,5-c]pyrimidin-5-yl)thio)acetonitrile